(2S,3S)-2-aminooctadecane-1,3-diol N[C@@H](CO)[C@H](CCCCCCCCCCCCCCC)O